O=C1NC(CCC1N1C(C2=CC=C(C=C2C1)CNC(C(C1=NC=CC=C1C(F)(F)F)(F)F)=O)=O)=O N-((2-(2,6-dioxopiperidin-3-yl)-1-oxoisoindolin-5-yl)methyl)-2,2-difluoro-2-(3-(trifluoromethyl)pyridin-2-yl)acetamide